N-{(3S,5S)-1-[(1R,2R)-2-(2',6'-difluoro[1,1'-biphenyl]-2-yl)cyclopropane-1-carbonyl]-5-methylpyrrolidin-3-yl}methanesulfonamide FC1=C(C(=CC=C1)F)C1=C(C=CC=C1)[C@H]1[C@@H](C1)C(=O)N1C[C@H](C[C@@H]1C)NS(=O)(=O)C